BrC1=NC(=CC=C1NC(CO)C1=NN(C=2N(C(C=3C=C(C=CC3C21)C)=O)C)CC)Cl (1-((2-bromo-6-chloropyridin-3-yl)amino)-2-hydroxyethyl)-3-ethyl-4,7-dimethyl-3,4-dihydro-5H-pyrazolo[3,4-c]isoquinolin-5-one